C(CCCCCCCCCCC)SCCC(=O)OCC(CC(C(=O)[O-])CSCCCCCCCCCCCC)(CC(C(=O)[O-])CSCCCCCCCCCCCC)COC(CCSCCCCCCCCCCCC)=O 2,2-bis({[3-(dodecylthio)propionyl]oxy}methyl)-1,3-propanediyl-bis[3-(dodecylthio)propionate]